F[C@@H]1[C@@]2(C[C@H]([C@](C[C@H]1OC=1N=NC(=CN1)C1=C(C=C(C=C1)N1C=NC=C1)O)(N2)[2H])F)C 2-(3-(((1S,2R,3R,5S,6R)-2,6-difluoro-1-methyl-8-azabicyclo[3.2.1]octan-3-yl-5-d)oxy)-1,2,4-triazin-6-yl)-5-(1H-imidazol-1-yl)phenol